FCC1CCC1 fluoromethyl-cyclobutane